(S)-2-(4,4-difluorocyclohexyl)-6-(((6-(1-(4-fluorobenzyl)-1H-pyrazole-4-carbonyl)-2,6-diazaspiro[3.4]octan-8-yl)methoxy)methyl)benzoic acid TFA salt OC(=O)C(F)(F)F.FC1(CCC(CC1)C1=C(C(=O)O)C(=CC=C1)COC[C@@H]1CN(CC12CNC2)C(=O)C=2C=NN(C2)CC2=CC=C(C=C2)F)F